FC1CC(CC1F)N1C[C@@H]([C@H](CC1)NC(=O)C1=CC(=CC=2N(C=NC21)CC(F)(F)F)C#CCNC=2C(OC)=CC=C(C2)S(=O)(=O)C)C N-[(3S,4S)-1-(3,4-difluorocyclopentyl)-3-methyl-4-piperidyl]-6-[3-(4-mesyl-2-anisidino)-1-propynyl]-1-(2,2,2-trifluoroethyl)-1H-1,3-benzimidazole-4-carboxamide